5-[2-cyclobutyl-3-[2-(trifluoromethoxy)ethyl]benzimidazol-5-yl]-1,3-dimethyl-pyridin-2-one C1(CCC1)C=1N(C2=C(N1)C=CC(=C2)C=2C=C(C(N(C2)C)=O)C)CCOC(F)(F)F